4-fluoronorbornane-1-carbaldehyde FC12CCC(CC1)(C2)C=O